OCCOCC1=CC=C(C=C1)O 4-((2-hydroxyethoxy)methyl)phenol